1-N'-[2,5-difluoro-4-[7-(2-hydroxyethoxycarbamoyl)quinolin-4-yl]oxyphenyl]-1-N-(4-fluorophenyl)cyclopropane-1,1-dicarboxamide FC1=C(C=C(C(=C1)OC1=CC=NC2=CC(=CC=C12)C(NOCCO)=O)F)NC(=O)C1(CC1)C(=O)NC1=CC=C(C=C1)F